C(C)N1CCN(CC1)C1=CC(=NC(=N1)C)NC1=NNC(=C1)CCC=1C=C(C=CC1F)NC(C1=CC(=CC=C1)C(F)(F)F)=O N-(3-(2-(3-((6-(4-ethylpiperazin-1-yl)-2-methylpyrimidin-4-yl)amino)-1H-pyrazol-5-yl)ethyl)-4-fluorophenyl)-3-(trifluoromethyl)benzamide